p-n-hexylphenol C(CCCCC)C1=CC=C(C=C1)O